L-2-Aminoheptanedioic acid N[C@H](C(=O)O)CCCCC(=O)O